CC1=C(C(CC=C1)(C)C)CCC(C)=O 4-(2,6,6-trimethyl-1,3-cyclohexadiene-1-yl)-2-butanone